(R)-N-(2,2,2-trifluoro-1-(4-fluorophenyl)ethyl)-1-((2-(trimethylsilyl)ethoxy)methyl)-1H-benzo[d][1,2,3]triazole-5-sulfonamide FC([C@@H](C1=CC=C(C=C1)F)NS(=O)(=O)C1=CC2=C(N(N=N2)COCC[Si](C)(C)C)C=C1)(F)F